[N+](=O)([O-])C1=CC=C(C=N1)N1CC2=CC=C(C=C2C1)CO (2-(6-nitropyridin-3-yl)isoindolin-5-yl)methanol